bis(2,4-di-tertiary butylphenyl)pentaerythritol diphosphite OP(O)OP(O)O.C(C)(C)(C)C1=C(C=CC(=C1)C(C)(C)C)C(O)(C(CO)(CO)CO)C1=C(C=C(C=C1)C(C)(C)C)C(C)(C)C